Cl.N[C@H](C(=O)N(C)C(CC1=CC2=C(OCO2)C=C1)C)C (2S)-2-amino-N-[2-(1,3-benzodioxol-5-yl)-1-methyl-ethyl]-N-methyl-propanamide hydrochloride